tert-butyl (2R,5S)-2-(2-bromobenzothiophen-5-yl)-5-methyl-piperidine-1-carboxylate BrC=1SC2=C(C1)C=C(C=C2)[C@@H]2N(C[C@H](CC2)C)C(=O)OC(C)(C)C